N-[7-chloro-6-[4-(4-hydroxy-3-methyl-tetrahydrofuran-3-yl)piperazin-1-yl]-3-isoquinolyl]-2-tetrahydropyran-4-yl-cyclopropanecarboxamide ClC1=C(C=C2C=C(N=CC2=C1)NC(=O)C1C(C1)C1CCOCC1)N1CCN(CC1)C1(COCC1O)C